4-(6-hydroxyhexyloxy)-3-methoxybenzyl alcohol OCCCCCCOC1=C(C=C(CO)C=C1)OC